CC(CCCCCCCCCCCCCC)CCCC(CCCCCCCCCCCCCCCCCC)C 15,19-Dimethylheptatriacontane